3-(1-((4-Ethoxy-3-(1-methyl-7-oxo-3-propyl-6,7-dihydro-1H-pyrazolo[4,3-d]pyrimidin-5-yl) phenyl) sulfonyl) piperidin-4-yl)-3,5-dihydroxypentyl nitrate [N+](=O)(OCCC(CCO)(O)C1CCN(CC1)S(=O)(=O)C1=CC(=C(C=C1)OCC)C=1NC(C2=C(N1)C(=NN2C)CCC)=O)[O-]